C(C1=CC=CC=C1)OCC1=NN(C(N1CC)=O)C1=CC(=C(C(=O)NC2=C(C(=NC=C2C)OC)C)C=C1F)C(CO)C(=C)C 4-(3-((Benzyloxy)methyl)-4-ethyl-5-oxo-4,5-dihydro-1H-1,2,4-triazol-1-yl)-5-fluoro-2-(1-hydroxy-3-methylbut-3-en-2-yl)-N-(2-methoxy-3,5-dimethylpyridin-4-yl)benzamide